6-(1-((2,3-dihydrobenzofuran-5-yl)sulfonyl)piperidin-4-yl)-7-fluoro-[1,2,4]triazolo[1,5-a]pyridine O1CCC2=C1C=CC(=C2)S(=O)(=O)N2CCC(CC2)C=2C(=CC=1N(C2)N=CN1)F